anti-tetralin C1CCCC2=CC=CC=C12